C1=CSC(=C1)C2=C(SC3=C2SC=C3)C4=CC=CS4 dithienylthieno[3,2-b]thiophene